lithium tetrachloroaluminate Cl[Al-](Cl)(Cl)Cl.[Li+]